2-((1-(2-(3-cyano-1H-pyrazol-1-yl)-3-(4-fluorophenyl)-7-methylquinolin-5-yl)ethyl)amino)benzoic acid C(#N)C1=NN(C=C1)C1=NC2=CC(=CC(=C2C=C1C1=CC=C(C=C1)F)C(C)NC1=C(C(=O)O)C=CC=C1)C